N1=CC(=CC=C1)CNCC(=O)O (S)- or (R)-pyridin-3-ylmethylglycine